CCC(C)CCCCCCCCCCCCCCCCCCCCCO The molecule is a very long-chain primary fatty alcohol that is tetracosan-1-ol substituted by a methyl group at position 22. It derives from a tetracosan-1-ol.